C(C)C1N(CCC1C)C 2-ethyl-1,3-dimethylpyrrolidine